2-(1-acryloylazetidin-3-yl)-6-(3-hydroxynaphthalen-1-yl)imidazo[1,2-a]pyridine-5-carboxamide C(C=C)(=O)N1CC(C1)C=1N=C2N(C(=C(C=C2)C2=CC(=CC3=CC=CC=C23)O)C(=O)N)C1